N(CCC(=O)[O-])CCC(=O)OCCCCCC(C)C iso-octyl iminodipropionate